NC12CCC(CC1)(C2)N2C(C1=C(N=C(N=C1)C1=CC3=CN(N=C3C(=C1)F)C)C=C2)=O 6-(4-aminonorbornan-1-yl)-2-(7-fluoro-2-methyl-indazol-5-yl)pyrido[4,3-d]pyrimidin-5-one